FC1(CCC(CC1)[C@@H](C(NC1=NC=CC(=C1)C(C)N1C(N[C@@H](C1)C(F)(F)F)=O)=O)NC(=O)C1=CC=NN1C)F N-((1S)-1-(4,4-difluorocyclohexyl)-2-oxo-2-((4-(1-((S)-2-oxo-4-(trifluoromethyl)imidazolidin-1-yl)ethyl)pyridin-2-yl)amino)ethyl)-1-methyl-1H-pyrazole-5-carboxamide